(S)-1-(5-(azetidin-1-ylsulfonyl)-3-(1H-indol-2-yl)-4-methoxypyridin-2-yl)pyrrolidin-3-ol N1(CCC1)S(=O)(=O)C=1C(=C(C(=NC1)N1C[C@H](CC1)O)C=1NC2=CC=CC=C2C1)OC